(S)-1-((R or S)-3-(2-(5-fluoro-thiophen-2-yl)ethyl)-1-(2-(6-methylpyridin-3-yl)propan-2-yl)pyrrolidin-3-yl)ethyl phenylcarbamate C1(=CC=CC=C1)NC(O[C@@H](C)[C@]1(CN(CC1)C(C)(C)C=1C=NC(=CC1)C)CCC=1SC(=CC1)F)=O |o1:11|